5-amino-3-(trifluoromethyl)-2-cyanopyridine NC=1C=C(C(=NC1)C#N)C(F)(F)F